COCCOCCC[Si](OC)(OC)OC 3-(2-methoxyethoxy)propyl-trimethoxysilane